allyl-diglycolic acid anhydride C(C=C)C1C(=O)OC(CO1)=O